2-methyl-1-[[6-methyl-4-[2-[(1-methylpyrazolo[3,4-b]pyridin-3-yl)amino]pyrazolo[1,5-a]pyridin-5-yl]-3-pyridyl]oxy]propan-2-ol CC(COC=1C=NC(=CC1C1=CC=2N(C=C1)N=C(C2)NC2=NN(C1=NC=CC=C12)C)C)(C)O